N-(7-chloro-6-(1,4-dioxaspiro[4.5]decan-8-yl)isoquinolin-3-yl)-2-ethyl-3-(1-methyl-1H-pyrazol-4-yl)cyclopropane-1-carboxamide ClC1=C(C=C2C=C(N=CC2=C1)NC(=O)C1C(C1C=1C=NN(C1)C)CC)C1CCC2(OCCO2)CC1